C(C)(=O)O[C@H]1[C@H](O)O[C@@H]([C@@H]([C@@H]1OC(C)=O)O)CO 2,3-bis-O-acetyl-β-D-galactopyranose